2-[(2-Furanylmethyl)thio]-6-methylpyrazine O1C(=CC=C1)CSC1=NC(=CN=C1)C